C1(=CC=CC=C1)CCNC(CCCCCCCCC)=O N-(2-phenylethyl)decanamide